Tert-butyl 2-(2-(3-iodophenyl) acetyl)-2-methylhydrazine-1-carboxylate IC=1C=C(C=CC1)CC(=O)N(NC(=O)OC(C)(C)C)C